6-((4-chloro-6-(decylthio)-1,3,5-triazin-2-yl)thio)dodecanoic acid hexyl ester C(CCCCC)OC(CCCCC(CCCCCC)SC1=NC(=NC(=N1)Cl)SCCCCCCCCCC)=O